C(#N)C1=CC=C(C=C1)C1=CN=C(S1)NC(=O)C1CNC(CC1)=O N-(5-(4-cyanophenyl)thiazol-2-yl)-6-oxopiperidine-3-carboxamide